Quercetin 3-O-sulfate S(=O)(=O)(O)OC1=C(OC=2C=C(C=C(C2C1=O)O)O)C1=CC(O)=C(O)C=C1